1-(3-((4-(bis(4-fluorophenyl)methyl)-2-methylpiperazin-1-yl)methyl)-4-(trifluoromethyl)phenyl)-4-methyl-1,4-diazepane FC1=CC=C(C=C1)C(N1CC(N(CC1)CC=1C=C(C=CC1C(F)(F)F)N1CCN(CCC1)C)C)C1=CC=C(C=C1)F